Cl.NC1(CC1)O (R)-2-amino-2-cyclopropanol hydrochloride